(4-(2-fluoro-4-(1H-pyrazol-4-yl)phenyl)piperazin-1-yl)(1-hydroxycyclohexyl)methanone FC1=C(C=CC(=C1)C=1C=NNC1)N1CCN(CC1)C(=O)C1(CCCCC1)O